{3-[1-(2-nitrophenyl)-1H-pyrrol-2-yl]-allylidene}-aminoguanidine acetate C(C)(=O)O.[N+](=O)([O-])C1=C(C=CC=C1)N1C(=CC=C1)C=CC=NC(NN)=N